ClC1=CC(=C(OCCOC=2C=C(C=CC2)N2C(=NC=C2)C2CC2)C=C1)F 1-(3-(2-(4-chloro-2-fluorophenoxy)ethoxy)phenyl)-2-cyclopropyl-1H-imidazole